1,2-cyclohex-anedicarboxylic acid diisononyl ester C(CCCCCC(C)C)OC(=O)C1C(CCCC1)C(=O)OCCCCCCC(C)C